FC1=C(OCC(=O)NCCCCCCNC2=CC3=C(N=NN(C3=O)C3C(NC(CC3)=O)=O)C=C2)C(=CC=C1F)C=1N=C(SC1)N1CCOCC1 2-(2,3-difluoro-6-(2-morpholinothiazol-4-yl)phenoxy)-N-(6-((3-(2,6-dioxopiperidin-3-yl)-4-oxo-3,4-dihydro-benzo[d][1,2,3]triazin-6-yl)amino)hexyl)acetamide